C[N+](C)(C)CCOC(=O)N.[Cl-] The molecule is an ammonium salt and a carbamate ester. It has a role as a nicotinic acetylcholine receptor agonist, a muscarinic agonist, a non-narcotic analgesic, a cardiotonic drug and a miotic.